FC(C(S(=O)(=O)[O-])(F)F)(F)F.C(CCCCCCCCC)[N+](C)(C)CCCCCCCCCC di-n-decyldimethylammonium pentafluoroethanesulfonate